N1=C(C=CC=C1)C=1NC(=NN1)CN1C2=C(OCC1=O)C=CC=C2 4-((5-(PYRIDIN-2-YL)-4H-1,2,4-TRIAZOL-3-YL)METHYL)-2H-BENZO[B][1,4]OXAZIN-3(4H)-ONE